O[C@H](C(=O)OCC=C)C allyl (S)-2-hydroxypropanoate